CS(=O)(=O)CCCC(=O)NC(C(=O)O)CCCCCCCC1=NC=2NCCCC2C=C1 2-(4-(methylsulfonyl)butyrylamino)-9-(5,6,7,8-tetrahydro-1,8-naphthyridin-2-yl)nonanoic acid